3-({6-cyclopropyl-2-(ethylsulfanyl)-7-[6-fluoro-5-methyl-2-(triphenylmethyl)-2H-indazol-4-yl]-8-[(1S)-tert-Butyl-1-phenylethoxy]quinolin-4-yl}oxy)azetidine-1-carboxylate C1(CC1)C=1C=C2C(=CC(=NC2=C(C1C=1C2=CN(N=C2C=C(C1C)F)C(C1=CC=CC=C1)(C1=CC=CC=C1)C1=CC=CC=C1)O[C@@H](CC(C)(C)C)C1=CC=CC=C1)SCC)OC1CN(C1)C(=O)[O-]